C1(CC1)CONC(=O)C1=NC=C(C=C1)N1CCNCC1 N-(cyclopropylmethoxy)-5-(piperazin-1-yl)pyridineamide